1,3,4-benzenetrimethanol C1(=CC(=C(C=C1)CO)CO)CO